OC=1C=C2CC[C@@H]([C@@H](C2=CC1)C1=CC=C(C=C1)N1CCC(CC1)C=O)C1=CC=CC=C1 1-(4-((1R,2S)-6-hydroxyl-2-phenyl-1,2,3,4-tetrahydronaphthalen-1-yl)phenyl)piperidine-4-carbaldehyde